OCC(NC(C=C)=O)(CO)CO (N-[tris(hydroxymethyl)methyl])Acrylamide